(R)-7,9-dichloro-2-(1-(1-methyl-1H-pyrazol-4-yl)piperidin-3-yl)-[1,2,4]triazolo[1,5-c]quinazolin-5-amine ClC1=CC(=CC=2C=3N(C(=NC12)N)N=C(N3)[C@H]3CN(CCC3)C=3C=NN(C3)C)Cl